2-[(1R)-1-[[benzyl(methyl)amino]methyl]-2-methoxy-2-oxo-ethoxy]acetic acid C(C1=CC=CC=C1)N(C)C[C@H](C(=O)OC)OCC(=O)O